(R)-4-amino-7-fluoro-N-(1-methyl-1H-pyrazol-4-yl)-N-(5-(trifluoromethyl)-2,3-dihydro-1H-inden-1-yl)-1,3-dihydrofuro[3,4-c]quinolin-8-carboxamide NC1=NC=2C=C(C(=CC2C2=C1COC2)C(=O)N([C@@H]2CCC1=CC(=CC=C21)C(F)(F)F)C=2C=NN(C2)C)F